butyl 2-methyl-3-methyleneazetidine-1-carboxylate CC1N(CC1=C)C(=O)OCCCC